C(C1=CC=C(C(=O)O)C=C1)(=O)O.C(CO)O ethylene glycol e-terephthalate